CC=1C(=NC=C(C1)C)N1CCN(CC1)C(=O)C1=CC=C(C=C1)C1(C(NC(C1)=O)=O)C(C)C 3-{4-[4-(3,5-dimethylpyridin-2-yl)piperazine-1-carbonyl]phenyl}-3-isopropylpyrrolidine-2,5-dione